6''-bromo-2'',2''-difluoro-2''H-dispiro[[1,3]dioxolane-2,1'-cyclohexane-4',5''-indeno[5,6-d][1,3]dioxole] BrC=1C2(C3=CC4=C(OC(O4)(F)F)C=C3C1)CCC1(CC2)OCCO1